N-(3-fluorobenzyl)-2,2-dimethylbutyramide FC=1C=C(CNC(C(CC)(C)C)=O)C=CC1